N1=C(C=CC=C1)OC1=CC=C(N)C=C1 4-(2-pyridyloxy)aniline